ClC=1C=C(C=CC1)[C@@](C(=O)O)(C)O (R)-2-(3-chlorophenyl)-2-hydroxypropionic acid